3-methyl-2-(4-nitrophenylsulfonyl)-2H-benzo[g]indazole-4,5-dione CC=1N(N=C2C3=C(C(C(C12)=O)=O)C=CC=C3)S(=O)(=O)C3=CC=C(C=C3)[N+](=O)[O-]